CC1=NC(=CC(=C1)C=1NC2=CC(=C(C=C2C1C(C)C)C1CCNCC1)F)C 2-(2,6-dimethylpyridin-4-yl)-6-fluoro-3-isopropyl-5-(piperidin-4-yl)-1H-indole